6-chloro-N4-(3-phenyloxetan-3-yl)-1,3,5-triazine-2,4-diamine ClC1=NC(=NC(=N1)N)NC1(COC1)C1=CC=CC=C1